ClC1=CC=C(C=C1)CNC(=O)C=1C(=NC(=CC1C)N1[C@@H](COCC1)C)C(C)C N-[(4-Chlorophenyl)-methyl]-2-isopropyl-4-methyl-6-[(3R)-3-methyl-morpholin-4-yl]-pyridine-3-carboxylic acid amide